Octanedioic acid bis-(2,5-dioxo-pyrrolidin-1-yl) ester O=C1N(C(CC1)=O)OC(CCCCCCC(=O)ON1C(CCC1=O)=O)=O